Methylenedinaphthalenedisulfonic acid sodium salt [Na+].C(C1=C(C(=C2C=CC=CC2=C1)S(=O)(=O)[O-])S(=O)(=O)[O-])C1=C(C(=C2C=CC=CC2=C1)S(=O)(=O)[O-])S(=O)(=O)[O-].[Na+].[Na+].[Na+]